C1(CC1)C=1N=C(SC1)C(N1C[C@@H](N(C[C@H]1COC)C1=CC(N(C=2C=CC(=NC12)C#N)C)=O)C)C1=CC=C(C=C1)F 8-((2s,5s)-4-((4-cyclopropylthiazol-2-yl)(4-fluorophenyl)methyl)-5-(methoxymethyl)-2-methylpiperazin-1-yl)-5-methyl-6-oxo-5,6-dihydro-1,5-naphthyridine-2-carbonitrile